FC1(CC(CCC1)C(=O)NC(C(=O)O)CC)F 2-(3,3-difluorocyclohexane-1-carboxamido)butanoic acid